CN1C=2C(=CC3=CC=CC=C13)N=C1C=CC(=CC12)Br 5-methyl-7-bromo-5H-indolo[3,2-b]quinoline